6-hydroxy-4-{[1-(imidazo[1,2-a]pyrimidin-2-ylmethyl)-1H-pyrazol-4-yl]methyl}-5-oxo-4,5-dihydrothieno[3,2-b]pyridine-7-carboxylic acid OC1=C(C2=C(N(C1=O)CC=1C=NN(C1)CC=1N=C3N(C=CC=N3)C1)C=CS2)C(=O)O